(S)-1-((2S,3S)-3-(4-bromothiazol-2-yl)-2-(dibenzylamino)-3-methoxypropanoyl)hexahydropyridazine-3-carboxylic acid BrC=1N=C(SC1)[C@H]([C@@H](C(=O)N1N[C@@H](CCC1)C(=O)O)N(CC1=CC=CC=C1)CC1=CC=CC=C1)OC